C(C=C)NCC=C Di-Allyl-Amine